[Si](C)(C)(C(C)(C)C)OC(CN1C(=NC(=C1C1=CC=CC=C1)C=O)COCC)(C)C 1-{2-[(tert-butyldimethylsilyl)oxy]-2-methylpropyl}-2-(ethoxymethyl)-5-phenyl-1H-imidazole-4-carbaldehyde